1-imino-4-(5-nitropyridin-2-yl)-1λ6-thiomorpholine 1-oxide N=S1(CCN(CC1)C1=NC=C(C=C1)[N+](=O)[O-])=O